FC[C@@]1(C(NC(N1)=O)=O)C1=CC=C(C=C1)C(=O)N1CCC(CC1)OC1=NC=C(C=C1)C (S)-5-fluoromethyl-5-{4-[4-(5-methylpyridin-2-yloxy)piperidine-1-carbonyl]phenyl}imidazolidine-2,4-dione